benzo[b]thiophen-2-yl-carbamate S1C2=C(C=C1NC([O-])=O)C=CC=C2